3,5-bis(methylsulfanyl)-1,2,4-triazin-6-amine CSC=1N=NC(=C(N1)SC)N